3-fluoro-5-hydroxy-benzonitrile FC=1C=C(C#N)C=C(C1)O